4-(4-((2-(4-(4,6-difluoro-1-((2-(trimethylsilyl)ethoxy)-methyl)-1H-indol-7-yl)thiophen-2-yl)-4,4-dimethylcyclohex-1-en-1-yl)methyl)-piperazin-1-yl)benzamide FC1=C2C=CN(C2=C(C(=C1)F)C=1C=C(SC1)C1=C(CCC(C1)(C)C)CN1CCN(CC1)C1=CC=C(C(=O)N)C=C1)COCC[Si](C)(C)C